tert-butyl (2R,4S)-4-[(tert-butoxycarbonyl)oxy]-2-[(4-methoxyphenyl)methyl]-3-{[3-(1,3-thiazol-4-yl)propanoyl]oxy}pyrrolidine-1-carboxylate C(C)(C)(C)OC(=O)O[C@@H]1C([C@H](N(C1)C(=O)OC(C)(C)C)CC1=CC=C(C=C1)OC)OC(CCC=1N=CSC1)=O